C1(CC1)NC1=NC=2N(C(C(=NC2C=N1)C=1C=CC2=C(CC(O2)(C)CO)C1)=O)C1=CC=C(C=C1)OC(F)F (cyclopropylamino)-8-(4-(difluoromethoxy)phenyl)-6-(2-(hydroxymethyl)-2-methyl-2,3-dihydrobenzofuran-5-yl)pteridin-7(8H)-one